fluoroheptyl-Amine FCCCCCCCN